C1(CC1)OC(=O)N1CCCC2=NC(=CC=C12)C(C)NC(C1=CC=C(C=C1)C#N)=O Cyclopropyl-6-(1-(4-cyanobenzamido)ethyl)-3,4-dihydro-1,5-naphthyridin-1(2H)-carboxylat